3,3,5,5,7,7,9-hepta-methyldecanol CC(CCO)(CC(CC(CC(C)C)(C)C)(C)C)C